COC=1C=C(C=NC1)CN (5-methoxypyridin-3-yl)methanamine